C(N)(=O)C1=CC=C(CN2C(=C(C3=CC=C(C=C23)C#N)Cl)C(=O)NCC2CCCCC2)C=C1 1-(4-Carbamoylbenzyl)-3-chloro-6-cyano-N-(cyclohexylmethyl)-1H-indole-2-carboxamide